COC(=O)C(\C(=C/C)\C)C(=O)OC (Z)-2-Methyl-but-2-enedicarboxylic acid dimethyl ester